BrC=1N=C(SC1)C(C)N 1-(4-bromothiazol-2-yl)ethan-1-amine